CC=1C=NC(=CN1)C 3,6-dimethylpyrazin